C(=O)[O-].ClC1=C(C(=O)NCCC[N+](CC)(CC)CC)C=CC(=C1)NC=1C=2N(C=CN1)C(=CN2)C2=C(C(=C(C=C2)OC)F)F 3-[[2-Chloro-4-[[3-(2,3-difluoro-4-methoxy-phenyl)imidazo[1,2-a]pyrazin-8-yl]amino]benzoyl]amino]propyl-triethyl-ammonium formate